F[C@H]1C[C@@H](CNC1)NC1=NC=2N(C(C(=NC2C=N1)C=1C=CC(=NC1)NS(=O)(=O)CC1=NC=CC=C1)=O)C(C)C N-(5-(2-(((3S,5S)-5-fluoropiperidin-3-yl)amino)-8-isopropyl-7-oxo-7,8-dihydropteridin-6-yl)pyridin-2-yl)-1-(pyridin-2-yl)methanesulfonamide